C(#N)C=1N=C2CCCN(C2=CC1)C1=NN(C2=NC(=CN=C21)N2CCC1([C@@H]([C@@H](OC1)C)NC(OC(C)(C)C)=O)CC2)C2OCCCC2 Tert-butyl ((3S,4S)-8-(3-(6-cyano-3,4-dihydro-1,5-naphthyridin-1(2H)-yl)-1-(tetrahydro-2H-pyran-2-yl)-1H-pyrazolo[3,4-b]pyrazin-6-yl)-3-methyl-2-oxa-8-azaspiro[4.5]decan-4-yl)carbamate